N-(4-((1-ethyl-2-oxo-2,3-dihydro-1H-imidazo[4,5-b]pyridine-7-yl)oxy)-3-fluorophenyl)-1-phenyl-5-(trifluoromethyl)-1H-imidazole-4-carboxamide C(C)N1C(NC2=NC=CC(=C21)OC2=C(C=C(C=C2)NC(=O)C=2N=CN(C2C(F)(F)F)C2=CC=CC=C2)F)=O